4-[5-({[4-(aminomethyl)phenyl]methyl}sulfanyl)-4-methoxy-1-(3-methoxy-2,2-dimethylpropanoyl)-1H-pyrazol-3-yl]-5-methyl-1-(pyrrolidine-1-sulfonyl)pyrrolidin-3-one NCC1=CC=C(C=C1)CSC1=C(C(=NN1C(C(COC)(C)C)=O)C1C(CN(C1C)S(=O)(=O)N1CCCC1)=O)OC